2-[[6-chloro-2-(2-chloropyrimidin-4-yl)pyrrolo[3,2-c]pyridin-1-yl]methoxy]ethyl-trimethyl-silane ClC1=CC2=C(C=N1)C=C(N2COCC[Si](C)(C)C)C2=NC(=NC=C2)Cl